Rel-(3R,5R)-1-{2-[1-(cyclopropylmethyl)-1H-pyrrolo[2,3-b]pyridin-2-yl]-7-methoxy-1-methyl-1H-1,3-benzodiazole-5-carbonyl}-5-(methylamino)piperidin-3-ol hydrochloride Cl.C1(CC1)CN1C(=CC=2C1=NC=CC2)C2=NC1=C(N2C)C(=CC(=C1)C(=O)N1C[C@@H](C[C@H](C1)NC)O)OC |o1:28,30|